4-Methoxypyrazolo[1,5-a]pyridin-5-amine COC=1C=2N(C=CC1N)N=CC2